ClC(COC(=O)N[C@@H](CCCCN)C(=O)O)CCl ((2,3-dichloropropoxy)carbonyl)-lysine